BrC1=CC2=CN(N=C2C=C1OC(C)C)C12COC(CC1)(CC2)C 5-bromo-6-isopropoxy-2-(1-methyl-2-oxabicyclo[2.2.2]oct-4-yl)-2H-indazole